7-cyclopropylpyrrolo[2,1-f][1,2,4]triazine-4-amine C1(CC1)C1=CC=C2C(=NC=NN21)N